2-(dimethylamino)butylammonium CN(C(C[NH3+])CC)C